5-chloro-1,3-dinitrosobenzene ClC=1C=C(C=C(C1)N=O)N=O